1-bromomethylbiphenyl BrCC1(CC=CC=C1)C1=CC=CC=C1